3-benzyl-6-amino-2,4(1H,3H)-quinazolinedione C(C1=CC=CC=C1)N1C(NC2=CC=C(C=C2C1=O)N)=O